ClC1=C(C=C(C=C1)C=1N=C(SC1SC(C)C)N1N=C(C(=C1C(=O)O)C1=CC(=CC=C1)F)C)C 1-(4-(4-chloro-3-methylphenyl)-5-(isopropylthio)thiazol-2-yl)-4-(3-fluorophenyl)-3-methyl-1H-pyrazole-5-carboxylic acid